3-(cyclopenten-1-yl)-7-ethoxy-4,6-difluoro-dibenzothiophene C1(=CCCC1)C=1C=CC2=C(SC3=C2C=CC(=C3F)OCC)C1F